Cl.N1=CC=C(C=C1)CC(=O)O 4-Pyridylacetic acid HCl salt